N-(2-(2-((2-methoxy-6-(piperidin-4-ylamino)pyridin-3-yl)amino)quinazolin-8-yl)pyridin-4-yl)acrylamide COC1=NC(=CC=C1NC1=NC2=C(C=CC=C2C=N1)C1=NC=CC(=C1)NC(C=C)=O)NC1CCNCC1